C[Si](=[Ti](NC(=O)C12CCC(CC1)C2)C2(C(=C(C(=C2)C)C)C)C)C dimethylsilylene(tetramethylcyclopentadienyl)(norbornylamido)titanium